t-butyl 2,5-dioxopyrroline-1-carboxylate O=C1N(C(CC1)=O)C(=O)OC(C)(C)C